N=1C=CN2C1CC(CC2)COC2=CC=C(C=N2)CN [6-(5,6,7,8-tetrahydroimidazo[1,2-a]pyridin-7-ylmethoxy)-3-pyridyl]methanamine